C(C)(=O)OCC=CCOC(C)=O 2-butene-1,4-diol diacetate